OC(=O)C1C2C=CC(C1C(=O)OCCCCC)C2 2-hydroxycarbonyl-3-pentoxycarbonylbicyclo[2.2.1]Hept-5-ene